ONC(COC1=C(C=C(C=C1)SCC=1SC(=NN1)C1=CC=C(C=C1)C(F)(F)F)C)=O N-hydroxy-2-(2-methyl-4-(((5-(4-(trifluoromethyl)phenyl)-1,3,4-thiadiazol-2-yl)methyl)thio)phenoxy)acetamide